COC=1C=CC(=C2N=CC=NC12)N1C[C@@H](C[C@@H](C1)C)N (3R,5S)-1-(8-methoxyquinoxaline-5-yl)-5-methyl-piperidine-3-amine